ClC1=CC=C(C=C1)CC(C=C)=NO (p-chlorophenyl)-3-buten-2-one oxime